FC=1C=C2C(=C(N(C2=C(C1)F)C(=O)OC(C)(C)C)C1=CC=C(C=C1)F)C#CCC1(CCC1)O tert-butyl 5,7-difluoro-2-(4-fluorophenyl)-3-[3-(1-hydroxycyclobutyl)prop-1-ynyl]indole-1-carboxylate